ClC=1C=C(C=C(C1)Cl)C=1C2=C(N=CN1)C(=C(C=N2)NC(=O)[C@@H]2CCOC1=CC=CC=C21)N(C)C (4R)-N-[4-(3,5-dichlorophenyl)-8-(dimethylamino)pyrido[3,2-d]pyrimidin-7-yl]chromane-4-carboxamide